N-(4-fluorobicyclo[4.2.0]octa-1(6),2,4-trien-7-yl)-2-((3R,4's)-6-(trifluoromethyl)-2H-spiro[benzofuran-3,1'-cyclohexan]-4'-yl)propanamide FC=1C=CC=2CC(C2C1)NC(C(C)C1CCC2(CC1)COC1=C2C=CC(=C1)C(F)(F)F)=O